ethyl 2-{4-[(methoxycarbonyl) (oxetan-3-yl) amino] piperidin-1-yl}-6-azaspiro[3.4]octane-6-carboxylate COC(=O)N(C1CCN(CC1)C1CC2(C1)CN(CC2)C(=O)OCC)C2COC2